[phenyl(biphenylyl)triazinyl][(dimethylfluorenyl)benzselenophenyl]benzene C1(=CC=CC=C1)C1=C(C(=NN=N1)C1=C(C=CC=C1)C=1[Se]C2=C(C1C1=C(C(=CC=3C4=CC=CC=C4CC13)C)C)C=CC=C2)C2=C(C=CC=C2)C2=CC=CC=C2